(2R,4S)-1-((5-acetyl-2'-chloro-[1,1'-biphenyl]-2-yl)sulfonyl)-4-fluoro-2-methylpiperidine-4-carboxylic acid C(C)(=O)C=1C=CC(=C(C1)C1=C(C=CC=C1)Cl)S(=O)(=O)N1[C@@H](C[C@@](CC1)(C(=O)O)F)C